3-(3-((2-((3-methyl-1-(1-methylpyrrolidin-3-yl)-1H-pyrazol-4-yl)amino)-5-(trifluoromethyl)pyrimidin-4-yl)amino)propyl)-1,3-oxazepan-2-one CC1=NN(C=C1NC1=NC=C(C(=N1)NCCCN1C(OCCCC1)=O)C(F)(F)F)C1CN(CC1)C